(6-((5-(2-hydroxyethyl)-4-methylthiazol-2-yl)amino)pyridin-3-yl)(piperidin-1-yl)methanone OCCC1=C(N=C(S1)NC1=CC=C(C=N1)C(=O)N1CCCCC1)C